C(C)(C)(C)OC(=O)N(C(S)=N)C(=O)OC(C)(C)C bis(tert-butoxycarbonyl)thioisourea